BrCC1C(C(CCC1)CBr)CBr 1,2,3-tris(bromomethyl)cyclohexane